CBZ-L-arginine C(=O)(OCC1=CC=CC=C1)N[C@@H](CCCNC(N)=N)C(=O)O